SCCC(=O)[O-].C1(=CC=CC=C1)CCC[Sn+3].SCCC(=O)[O-].SCCC(=O)[O-] phenylpropyl-tin (3-mercaptopropionate)